C(C=C)(=O)N1C[C@@H](CCC1)C(=O)NC=1C=CC(=NC1)NC(C1=NC(=CC=C1)C=1C=NOC1)=O (R)-N-(5-(1-acryloylpiperidine-3-carboxamido)pyridin-2-yl)-6-(isoxazol-4-yl)picolinamide